rac-2'-chloro-5'-methoxy-N-(5-(((1R,3S)-3-methoxycyclopentyl)oxy)-1,3,4-thiadiazol-2-yl)-6-methyl-(4,4'-bipyridine)-3-carboxamide ClC1=NC=C(C(=C1)C1=C(C=NC(=C1)C)C(=O)NC=1SC(=NN1)O[C@H]1C[C@H](CC1)OC)OC |r|